COC(C1=C(C=C(C(=C1)NC(C)C)F)F)=O 2,4-Difluoro-5-(isopropylamino)benzoic acid methyl ester